1-(2-chlorophenyl)-2-methoxy-ethanone ClC1=C(C=CC=C1)C(COC)=O